N-(2-chloro-2-pyridyl)1H-pyrrolo[2,3-b]pyridine-3-sulfonamide ClC1(NC=CC=C1)NS(=O)(=O)C1=CNC2=NC=CC=C21